FC1=CC=C(C=N1)C=1C=2N(C(=C(C1)OCC(C)(C)O)C)N=CC2C#N 4-(6-fluoropyridin-3-yl)-6-(2-hydroxy-2-methylpropoxy)-7-methylpyrazolo[1,5-a]pyridine-3-carbonitrile